C1(CC1)C1=NC=NC(=C1C1=NC=C2NC(N(C2=N1)CC1=CC=C(C=C1)N1N=C(C=C1C)C(F)(F)F)=O)C1CC1 2-(4,6-dicyclopropylpyrimidin-5-yl)-9-([4-[5-methyl-3-(trifluoromethyl)pyrazol-1-yl]phenyl]methyl)-7H-purin-8-one